C(CCC)C1=CC=C(C=C1)C=1OC2=C(C(=C(C=3C2=C(C1C1=CC=C(C=C1)CCCC)C=C(C3)C)C3=CC=C(C=C3)CCCC)C3=CC=C(C=C3)CCCC)C=3NCCCN3 2-(2,3,7,8-tetra(4-butylphenyl)-5-methylbenzo[de]chromen-9-yl)-1,4,5,6-tetrahydropyrimidine